O[C@@]1(C(N(CC1)C)=O)C1=CC(=NO1)C=1C=C(C=CC1)C=1N=C(C2=C(N1)C=CN2)C(=O)N (R)-2-(3-(5-(3-hydroxy-1-methyl-2-oxopyrrolidin-3-yl)isoxazol-3-yl)phenyl)-5H-pyrrolo[3,2-d]pyrimidine-4-carboxamide